trans-4-(5-bromo-2-chloro-7H-pyrrolo[2,3-d]pyrimidin-7-yl)cyclohexan-1-ol BrC1=CN(C=2N=C(N=CC21)Cl)[C@@H]2CC[C@H](CC2)O